methyl 3-[(4S)-8-bromo-1-methyl-6-(2-pyridinyl)-4H-imidazo[1,2-a][1,4]benzodiazepin-4-yl]propanoate BrC=1C=CC2=C(C(=N[C@H](C=3N2C(=CN3)C)CCC(=O)OC)C3=NC=CC=C3)C1